C1(CC1)N1C(=NC2=C1C=CC(=C2)C#C[Si](C)(C)C)C 1-cyclopropyl-2-methyl-5-((trimethylsilyl)ethynyl)-1H-benzo[d]imidazole